benzyl N-(2-[[2-(2-hydroxyethoxy)ethyl]amino]ethyl)-N-methylcarbamate OCCOCCNCCN(C(OCC1=CC=CC=C1)=O)C